[Fe](=S)=S Iron (IV) disulfide